ClC1=C(OC2=CC=CC3=C2NC(=NS3(=O)=O)NCC3=C(C=C(C=C3)F)OC)C=CC=C1 5-(2-chlorophenoxy)-3-((4-fluoro-2-methoxybenzyl)amino)-4H-benzo[e][1,2,4]thiadiazine 1,1-dioxide